FC1(CCC(CC1)C(NC(=O)C1=NC=NN1C)C=1OC2=C(N1)C=C(C=C2F)C(COC)N2C(NC(C2)C(F)(F)F)=O)F N-((4,4-difluorocyclohexyl)(7-fluoro-5-(2-methoxy-1-(2-oxo-4-(trifluoromethyl)imidazolidin-1-yl)ethyl)benzo[d]-oxazol-2-yl)methyl)-1-methyl-1H-1,2,4-triazole-5-carboxamide